P(=O)(Cl)(Cl)OC(COC(C=C)(C)C)COCC#C 1-(1,1-dimethylallyloxy)-3-(propargyloxy)-2-propanol dichlorophosphate